Nε-(γ-L-glutamyl)-L-lysine N[C@@H](CCC(=O)NCCCC[C@H](N)C(=O)O)C(=O)O